CC1=CC=CC2=C1N=C(S2)N 4-methyl-1,3-benzothiazol-2-amine